1-(3-(2-(1,1-difluoroethyl)-6-methylpyrimidin-4-yl)-1-methyl-1H-pyrrolo[2,3-c]pyridin-5-yl)-3-methylurea FC(C)(F)C1=NC(=CC(=N1)C1=CN(C2=CN=C(C=C21)NC(=O)NC)C)C